[C+4].[Na+].P(=O)([O-])([O-])[O-].[Mn+2] manganese phosphate sodium carbon